The molecule is a monocarboxylic acid anion that is the conjugate base of 2-iminopropionic acid, obtained by deprotonation of the carboxy group. It is a conjugate base of a 2-iminopropionic acid and a 2-iminiopropionate. CC(=N)C(=O)[O-]